2-((methylamino)methyl)-1-(thien-2-yl)cyclohexan-1-ol CNCC1C(CCCC1)(O)C=1SC=CC1